Br/C=C/C=1C(NC(N(C1)[C@H]1C[C@@H]([C@H](O1)COP(=O)(OC1=CC=CC=C1)N[C@H](C(=O)OC)C)O)=O)=O methyl (2S)-2-[[[(2R,3S,5R)-5-[5-[(E)-2-bromoethenyl]-2,4-dioxopyrimidin-1-yl]-3-hydroxyoxolan-2-yl]methoxy-phenoxyphosphoryl]amino]propanoate